(1-cyclobutyl-4-ethylpiperidin-3-yl)(6-methoxynaphthalen-2-yl)methanone C1(CCC1)N1CC(C(CC1)CC)C(=O)C1=CC2=CC=C(C=C2C=C1)OC